2-(5-(2-(3,4-dimethoxyphenyl)-3-ethyl-1H-indole-5-carbonyl)hexahydropyrrolo[3,4-c]pyrrol-2(1H)-yl)-N-methylacetamide COC=1C=C(C=CC1OC)C=1NC2=CC=C(C=C2C1CC)C(=O)N1CC2C(C1)CN(C2)CC(=O)NC